NC1=NC(=C2N(C(N(C2=N1)[C@@H]1O[C@@H](C[C@H]1O)[C@H](CC)O)=O)CCC)OC 2-amino-9-((2r,3r,5s)-3-hydroxy-5-((S)-1-hydroxypropyl)tetrahydrofuran-2-yl)-6-methoxy-7-propyl-7,9-dihydro-8H-purin-8-one